C(C)(C)(C)OC(=O)N1CC(C2(CC1)CC=CCC2)C2=C(C1=C(N=CN=C1N)N2C)C2=CC(=C(C=C2)OC2=NC=CC(=C2)C)F (4-amino-5-(3-fluoro-4-((4-methylpyridin-2-yl)oxy)phenyl)-7-methyl-7H-pyrrolo[2,3-d]pyrimidin-6-yl)-3-azaspiro[5.5]undec-8-ene-3-carboxylic acid tert-butyl ester